3-(6-amino-5-carbamoyl-4'-sulfamoyl-[1,1'-biphenyl]-3-yl)prop-2-yn-1-yl 1H-pyrrole-2-carboxylate N1C(=CC=C1)C(=O)OCC#CC=1C=C(C(=C(C1)C(N)=O)N)C1=CC=C(C=C1)S(N)(=O)=O